2-(diethoxymethylene)malononitrile C(C)OC(=C(C#N)C#N)OCC